1,1'-(azodicarbonyl)dipiperidine N(=NC(=O)N1CCCCC1)C(=O)N1CCCCC1